[Cl-].[Cl-].[Cl-].O.[Ir+3] iridium hydrate trichloride